BrC=1C=C(OC2=CC=3N(C4=CC=CC=C4C3C=C2)C2=NC=C(C=C2)C(C)(C)C)C=CC1 2-(3-bromophenoxy)-9-(5-(tert-butyl)pyridin-2-yl)-9H-carbazole